(4-(oxetan-3-yloxy)phenyl)boronic acid O1CC(C1)OC1=CC=C(C=C1)B(O)O